(R)-2-fluoro-N-(7-methoxy-4-(1-methyl-3-phenyl-1H-pyrazol-4-yl)quinazolin-6-yl)propenamide FC(C(=O)NC=1C=C2C(=NC=NC2=CC1OC)C=1C(=NN(C1)C)C1=CC=CC=C1)=C